CC1=C(C=O)C(=C(C(=C1C)C=O)C)C 2,3,5,6-tetramethyl-terephthalaldehyde